ClC1=NN=C(C2=CC(=C(C=C12)C1=C(C=CC=C1O)F)Cl)C(C=C)=O 1-(4,7-dichloro-6-(2-fluoro-6-hydroxyphenyl)phthalazin-1-yl)prop-2-en-1-one